O1CCOC2=C1C=CC=C2C=2C(=NC(=CC2)N)N 3-(2,3-dihydro-benzo[1,4]dioxin-5-yl)-pyridine-2,6-diamine